O([C@H]1[C@H](O)[C@@H](O)[C@H](O)[C@H](O1)C(=O)O)C1=CC=CC(=C1)CCCCNC(CN1C(C=CC1=O)=O)=O 5-(4-{[(2,5-dioxo-2,5-dihydro-1H-pyrrol-1-yl)acetyl]amino}butyl)phenyl beta-D-glucopyranosiduronic acid